C(C)N1C(C=2N=C(N=CC2C1=O)NC1=NC=C(C(=C1)N[C@H](CO)C1=CC=CC=C1)C1=NC(=NO1)C1=CC=NC=C1)(C)C (S)-6-ethyl-2-((4-((2-hydroxy-1-phenylethyl)amino)-5-(3-(pyridin-4-yl)-1,2,4-oxadiazol-5-yl)pyridin-2-yl)amino)-7,7-dimethyl-6,7-dihydro-5H-pyrrolo[3,4-d]pyrimidin-5-one